C12(CC=CC3=CC=CC=C13)CCCCC2 spiro[cyclohexane-1,1'-naphthalene]